2-methyl-5-oxo-N-[(pyridin-2-yl)methyl]-2,3-dihydro-5H-[1,3]thiazolo[3,2-a]pyrimidine-6-carboxamide CC1CN2C(=NC=C(C2=O)C(=O)NCC2=NC=CC=C2)S1